amino-hydroxypropyl-sodium NC(CC[Na])O